C(C=C)N1N(C2=NC(=NC=C2C1=O)NC1=CC=C(C=C1)N1CCN(CC1)C(=O)C=1C=C(CC2=NNC(C3=CC=CC=C23)=O)C=CC1F)C1=NC=CC=C1 4-{3-[(4-{4-[(2-allyl-3-oxo-1-pyridin-2-yl-2,3-dihydro-1H-pyrazolo[3,4-d]pyrimidin-6-yl)amino]phenyl}piperazin-1-yl)carbonyl]-4-fluorobenzyl}phthalazin-1(2H)-one